C(=C)C1=CC(=CC(=C1)C=C)C=C 1,3,5-Trivinylbenzol